5-methyl-1-(4-nitrophenyl)-3-(trifluoromethyl)-1H-pyrazole CC1=CC(=NN1C1=CC=C(C=C1)[N+](=O)[O-])C(F)(F)F